ClC=1C(=C(C=CC1F)[C@@H](NC(=O)[C@@H]1CNC(C1)=O)C1CC(C1)(C)C)F (S)-N-((S)-(3-chloro-2,4-difluorophenyl)(3,3-dimethylcyclobutyl)methyl)-5-oxopyrrolidine-3-carboxamide